2,2-dilinoleyl-4-(4-dimethylaminobutyl)[1,3]-dioxolane C(CCCCCCC\C=C/C\C=C/CCCCC)C1(OCC(O1)CCCCN(C)C)CCCCCCCC\C=C/C\C=C/CCCCC